tetrahydropyran-4,4-dinitrile O1CCC(CC1)(C#N)C#N